C(C)(C)(C)OC(=O)N1C(CCCC1)CS (mercaptomethyl)piperidine-1-carboxylic acid tert-butyl ester